N1CCC(CC1)CCC1=CC=C(C=N1)C=1N=CC2=C(C=CC=C2C1)C1=NN(C2=C1CN(CC2)C(C)=O)C2CCOCC2 1-[3-[3-[6-[2-(4-piperidyl)ethyl]-3-pyridyl]-8-isoquinolyl]-1-tetrahydropyran-4-yl-6,7-dihydro-4H-pyrazolo[4,3-c]pyridin-5-yl]ethanone